N-[(1s,4s)-4-{[2-(trifluoromethyl)imidazo[1,2-a]pyridin-5-yl]amino}cyclohexyl]imidazo[1,2-a]pyrimidine-6-carboxamide FC(C=1N=C2N(C(=CC=C2)NC2CCC(CC2)NC(=O)C=2C=NC=3N(C2)C=CN3)C1)(F)F